[OH-].C(CCCCCCCCCCCCCCCCCCC)N[N+](C)(C)C icosaminyl-trimethyl-ammonium hydroxide